5-(3-(9H-purin-6-yl)pyridin-2-ylamino)-N-(3-(2-cyanopropan-2-yl)phenyl)-2-fluorobenzamid N1=CN=C2NC=NC2=C1C=1C(=NC=CC1)NC=1C=CC(=C(C(=O)NC2=CC(=CC=C2)C(C)(C)C#N)C1)F